C(C=C)(=O)N1CC(N(CC1)C=1C2=C(N(C(N1)=O)C=1C(=NC=CC1C)C(C)C)N=C(C(=C2)F)Cl)C=C 4-(4-Acryloyl-2-vinylpiperazin-1-yl)-7-chloro-6-fluoro-1-(2-isopropyl-4-methylpyridin-3-yl)pyrido[2,3-d]pyrimidin-2(1H)-one